4-(3,4-dihydro-2H-1-oxa-5-azanaphth-7-ylamino)-2-[3-methoxy-4-(3-piperidinopropoxy)phenylamino]pyrimidine O1CCCC2=NC=C(C=C12)NC1=NC(=NC=C1)NC1=CC(=C(C=C1)OCCCN1CCCCC1)OC